ClC1=C2C(=NN(C2=CC=C1)S(=O)(=O)C1=CC=C(C=C1)C(C)(F)F)N1C[C@@H]([C@H](C1)F)F 4-Chloro-1-[4-(1,1-difluoroethyl)phenyl]sulfonyl-3-[(3S,4S)-3,4-difluoropyrrolidin-1-yl]indazole